(5-bromo-2-cyclopropyl-6-methyl-pyrimidin-4-yl)-4-methyl-benzenesulfonohydrazide BrC=1C(=NC(=NC1C)C1CC1)C1=C(C=CC(=C1)C)S(=O)(=O)NN